N-((R)-1-(4-(cyclopropanesulfonamido)pyridin-2-yl)-2-((R)-1-isopropylpiperidin-2-yl)ethyl)-5-(6-ethoxypyrazin-2-yl)thiazole-2-carboxamide C1(CC1)S(=O)(=O)NC1=CC(=NC=C1)[C@@H](C[C@@H]1N(CCCC1)C(C)C)NC(=O)C=1SC(=CN1)C1=NC(=CN=C1)OCC